ClC=1C=CC=C2C=C(NC12)C(=O)N[C@H](C(=O)N[C@@H](C[C@H]1C(NCCC1)=O)C(CO)=O)CC(C)C 7-chloro-N-[(2S)-1-({(2S)-4-hydroxy-3-oxo-1-[(3S)-2-oxopiperidin-3-yl]butan-2-yl}amino)-4-methyl-1-oxopentan-2-yl]-1H-indole-2-carboxamide